COC(=O)C=1N=C(OC1C1=CNC2=CC=CC=C12)[C@H](CC1=CC=CC=C1)NC(=O)OC(C)(C)C (S)-2-(1-((tert-butoxycarbonyl)amino)-2-phenylethyl)-5-(1H-indol-3-yl)oxazole-4-carboxylic acid methyl ester